ClC=1C=NC=C(C1[C@@H](C)OC=1C=C2C(=NNC2=CC1OC)C1=C(C(=NC=C1)N1CC(C1)(C)NCCOC)C#N)Cl [5-[(1R)-1-(3,5-dichloro-4-pyridinyl)ethoxy]-6-methoxy-1H-indazol-3-yl]-2-[3-(2-methoxyethylamino)-3-methyl-azetidin-1-yl]pyridine-3-carbonitrile